C1CCC12CN(CC2)C(=O)C=2C=NN1C2C=CC=C1C1=CC=C2CNC(C2=C1)=O 6-(3-(6-Azaspiro[3.4]octane-6-carbonyl)pyrazolo[1,5-a]pyridin-7-yl)isoindolin-1-one